FC1(CC1)C(=O)N[C@H](C(=O)N1C(CC(C1)O)C(=O)NCC1=C(C=C(C=C1)C1=C(N=CS1)C)O)C(C)(C)C ((S)-2-(1-fluorocyclopropanecarboxamido)-3,3-dimethylbutanoyl)-4-hydroxy-N-(2-hydroxy-4-(4-methylthiazol-5-yl)benzyl)pyrrolidine-2-carboxamide